ethylhexyl-oxyphenol C(C)C=1C(=C(C=CC1)O)OCCCCCC